methoxymethyl 2,3,5-trifluoro-4-(methoxymethoxy)benzoate FC1=C(C(=O)OCOC)C=C(C(=C1F)OCOC)F